1-(3-hydroxyphenyl)-5-methylpyridin-2(1H)-one OC=1C=C(C=CC1)N1C(C=CC(=C1)C)=O